C[C@H]1CC(=O)OC1=O (S)-3-Methylbutanedioic anhydride